1-(2-(4-fluorophenyl)-3-(1H-pyrrolo[2,3-b]pyridin-4-yl)-6,7-dihydropyrazolo[1,5-a]pyrazin-5(4H)-yl)ethan-1-one rhenium-platinum [Pt].[Re].FC1=CC=C(C=C1)C1=NN2C(CN(CC2)C(C)=O)=C1C1=C2C(=NC=C1)NC=C2